benzamide phosphoric acid salt P(O)(O)(O)=O.C(C1=CC=CC=C1)(=O)N